N12CC(C(CC1)CC2)OC(=O)N2CC1=CC=C(C=C1CC2)C2=NC=CC(=N2)NC2=CC=C(C=C2)C=2C=NNC2 (1s,4s)-quinuclidin-3-yl-6-(4-((4-(1H-pyrazol-4-yl)phenyl)amino) pyrimidin-2-yl)-3,4-dihydroisoquinoline-2(1H)-carboxylate